4-Amino-6-((2-cyanophenyl)amino)-N-(2,3-dihydro-1H-inden-2-yl)pyridineamide tert-butyl-(S)-(1-(5-formyl-2-(trifluoromethyl)pyridin-4-yl)-3-methylpyrrolidin-3-yl)carbamate C(C)(C)(C)N(C(O)=O)[C@@]1(CN(CC1)C1=CC(=NC=C1C=O)C(F)(F)F)C.NC1=CC(=NC(=C1)NC1=C(C=CC=C1)C#N)C(=O)NC1CC2=CC=CC=C2C1